4-((1-(2,4-dichlorophenyl)-2-(1H-imidazol-1-yl)ethoxy)methyl)-N-(2-(2-(2-(2-((2-(4-(methylamino)phenyl)benzo[d]thiazol-6-yl)oxy)ethoxy)ethoxy)ethoxy)ethyl)benzamide ClC1=C(C=CC(=C1)Cl)C(CN1C=NC=C1)OCC1=CC=C(C(=O)NCCOCCOCCOCCOC2=CC3=C(N=C(S3)C3=CC=C(C=C3)NC)C=C2)C=C1